Cyclohexyl toluate C=1(C(=CC=CC1)C(=O)OC1CCCCC1)C